4-((5-chloro-4-(1-methyl-1H-pyrazol-4-yl)pyrimidin-2-yl)amino)-3-methoxy-N-(2-methoxyethyl)-N-methylbenzamide ClC=1C(=NC(=NC1)NC1=C(C=C(C(=O)N(C)CCOC)C=C1)OC)C=1C=NN(C1)C